tert-butyl 6-(4-(6-(6-bromopicolinamido)pyridin-3-yl)-1H-1,2,3-triazol-1-yl)-2-azabicyclo[2.2.1]heptane-2-carboxylate BrC1=CC=CC(=N1)C(=O)NC1=CC=C(C=N1)C=1N=NN(C1)C1CC2CN(C1C2)C(=O)OC(C)(C)C